C(CCCCC)C1=CSC(=C1)C1=CC=CC2=NSN=C21 (3-hexylthien-5-yl)-2,1,3-benzothiadiazole